4-fluoro-N-[4-fluoro-5-(6-piperazin-1-ylpyridin-3-yl)-2-[rac-(3R)-3,4-dimethylpiperazin-1-yl]phenyl]-2-(trifluoromethyl)benzamide FC1=CC(=C(C(=O)NC2=C(C=C(C(=C2)C=2C=NC(=CC2)N2CCNCC2)F)N2C[C@H](N(CC2)C)C)C=C1)C(F)(F)F |r|